C(C1=CC=CC=C1)N.C(CCCC(=O)O)(=O)O glutaric acid benzylamine salt